ClC1=C(C(=O)NC2=C3C=NN(C3=CC=C2)C2=CC=C(C=C2)OC(F)(F)F)C=C(C=C1)CNC(=O)C1(CC1)C(F)(F)F 2-Chloro-N-{1-[4-(trifluoromethoxy)phenyl]-1H-indazol-4-yl}-5-[(([1-(trifluoromethyl)cyclopropyl]carbonyl)amino)methyl]benzamide